N-{5-[(4-methylphenyl)ethynyl]thiophene-2-sulfonyl}-β-alanyl-L-asparaginyl-L-α-aspartyl-L-alanyl-L-leucyl-N-methyl-L-methionyl-L-prolinamide CC1=CC=C(C=C1)C#CC1=CC=C(S1)S(=O)(=O)NCCC(=O)N[C@@H](CC(N)=O)C(=O)N[C@@H](CC(O)=O)C(=O)N[C@@H](C)C(=O)N[C@@H](CC(C)C)C(=O)N([C@@H](CCSC)C(=O)N1[C@@H](CCC1)C(=O)N)C